C(C)OC(\C=C\C1=C(C=CC(=C1)Br)N)=O.C(CC)[Si](OC)(OC)C1=CC=CC2=CC=CC=C12 propyl-(naphthyl)dimethoxysilane (E)-ethyl-3-(2-amino-5-bromophenyl)acrylate